BrC=1C=NN(C1)C1=NC=C(C=N1)F 2-(4-bromo-1H-pyrazol-1-yl)-5-fluoropyrimidine